7-methoxy-2H-indazol COC1=CC=CC2=CNN=C12